N-((2R,4S,6S)-2,6-dimethyl-tetrahydro-2H-pyran-4-yl)-3-(1-isopropyl-1H-pyrazol-3-yl)-1H-pyrazolo[4,3-c]pyridine-4-amine C[C@H]1O[C@H](CC(C1)NC1=NC=CC2=C1C(=NN2)C2=NN(C=C2)C(C)C)C